2-Tert-butyl 6-(methyl (5-methyl-6-(thiazolo[5,4-b]pyridin-2-yl((2-(trimethylsilyl)ethoxy)methyl)amino)pyridazin-3-yl)amino)-3-(5-methyl-1-neopentyl-1H-pyrazol-4-yl)picolinate CN(C1=CC=C(C(=N1)C(=O)OC(C)(C)C)C=1C=NN(C1C)CC(C)(C)C)C=1N=NC(=C(C1)C)N(COCC[Si](C)(C)C)C=1SC2=NC=CC=C2N1